N-((1,2,3,5,6,7-hexahydro-s-indacen-4-yl)carbamoyl)quinoline-8-sulfonamide rac-(3R,7aR)-methyl-3-(((tert-butyldiphenylsilyl)oxy)methyl)hexahydro-1H-pyrrolizine-7a-carboxylate COC(=O)[C@@]12CCCN2[C@H](CC1)CO[Si](C1=CC=CC=C1)(C1=CC=CC=C1)C(C)(C)C.C1CCC2=C(C=3CCCC3C=C12)NC(=O)NS(=O)(=O)C=1C=CC=C2C=CC=NC12 |r|